2-[5-[1-(4-nitropyrazol-1-yl)ethyl]triazol-1-yl]acetaldehyde [N+](=O)([O-])C=1C=NN(C1)C(C)C1=CN=NN1CC=O